C(C)N(CC)CC=1C=CC(=NC1)/C=C/C1=NNC2=CC(=CC=C12)SC1=C(C(=O)NC)C=CC=C1F 2-({3-[(E)-2-{5-[(diethylamino)methyl]pyridin-2-yl}vinyl]-1H-indazol-6-yl}thio)-3-fluoro-N-methylbenzamide